2-amino-6-(1H-pyrrolo[2,3-b]pyridin-3-yl)imidazo[1,2-a]pyridin NC=1N=C2N(C=C(C=C2)C2=CNC3=NC=CC=C32)C1